C1(=CC=CC=C1)C1C(C(C(N(C1)C=1OC=CN1)=O)=O)=O PHENYL-OXOOXAZOLYL-PIPERIDINDION